FC(F)(F)C1=NC2=CC=CC=C2C(=C1)N (trifluoromethyl)quinolin-4-amine